CC1=NC2=CC=C(C=C2C(=C1)C1=NC=CC=N1)C(=O)O 2-methyl-4-(pyrimidin-2-yl)quinoline-6-carboxylic acid